ClC1=C(C=CC=C1)N1CCN(CC1)CC=1C=C2C(N(C(C2=CC1)=O)N1C(NC(CC1)=O)=O)=O 5-((4-(2-chlorophenyl)piperazin-1-yl)methyl)-2-(2,4-dioxotetrahydropyrimidin-1(2H)-yl)isoindoline-1,3-dione